ClC=1C=CC2=C(N=C(S2)C2CCN(CC2)C2CC2)C1 5-chloro-2-(1-cyclopropyl-4-piperidyl)-1,3-benzothiazole